CC1=CC=C(N=N1)NC1=CC2=C(N(C=N2)CC(=O)C=2C=NC=CC2)C=C1 5-[(6-methylpyridazin-3-yl)amino]benzimidazol-1-yl-3-pyridyl-ethanone